1-methyl-N-((4-methyl-5-((trimethylsilyl)ethynyl)pyridin-2-yl)methyl)-1H-pyrazol-4-amine CN1N=CC(=C1)NCC1=NC=C(C(=C1)C)C#C[Si](C)(C)C